OC(CN(CCS(=O)(=O)[O-])CC(C)O)C.[Na+] sodium N,N-bis(2-hydroxypropyl)-2-aminoethanesulfonate